FC1=C(C(=CC=C1)OC)C1=C(C=NC(=C1)C)C(=O)N 4-(2-fluoro-6-methoxyphenyl)-6-methylpyridine-3-carboxamide